OCC(CO)OCN1C=2N=C(NC(C2N=C1)=O)N 9-(1,3-dihydroxyl-2-propoxymethyl)guanine